Phenyl-fluorine C1(=CC=CC=C1)F